NC(C1=C(C=CC=C1)NC(OC(C)(C)C)=O)C1=CC=C(C=C1)C(C)C tert-butyl (2-(amino(4-isopropylphenyl)methyl)phenyl)carbamate